ClC1=NN(C=2CNCCC21)C=2C(=NC=NC2OC)C2CC2 3-chloro-1-(4-cyclopropyl-6-methoxypyrimidin-5-yl)-4,5,6,7-tetrahydro-1H-pyrazolo[3,4-c]pyridine